[6-[(2-tert-butylpyrazol-3-yl)methyl]-2,6-diazaspiro[3.3]heptan-2-yl]-[6-(3-cyclopropyl-1,2,4-triazol-1-yl)-2-azaspiro[3.3]heptan-2-yl]methanone C(C)(C)(C)N1N=CC=C1CN1CC2(CN(C2)C(=O)N2CC3(C2)CC(C3)N3N=C(N=C3)C3CC3)C1